F[B-](F)(F)F.C(CCCCCCCCC)[N+]1=CN(C2=C1C=CC=C2)CCCCCCCCCC 1,3-Didecylbenzimidazolium tetrafluoroborate